C(C1=CC=CC=C1)N1C[C@H](CCC1=O)NC(OC(C)(C)C)=O (S)-tert-butyl (1-benzyl-6-oxopiperidin-3-yl)carbamate